(5S)-3-(3,5-difluorophenyl)-5-vinyl-4H-1,2-oxazol FC=1C=C(C=C(C1)F)C1=NO[C@@H](C1)C=C